3H-2,1-benzoxathiol S1OCC2=C1C=CC=C2